ClC1=CC=C(C=C1)C=1C=C(C(N(N1)C=1C=NN(C1)C)=O)C(=O)N 6-(4-chlorobenzeneYl)-2-(1-methyl-1H-pyrazol-4-yl)-3-oxo-2,3-dihydropyridazine-4-carboxamide